(Z)-5-(4-aminobenzylidene)thiazolidin-2,4-dione NC1=CC=C(\C=C/2\C(NC(S2)=O)=O)C=C1